Ethyl-6-oxo-2-azaspiro[3.3]heptane tert-butyl-4-(4,4,5,5-tetramethyl-1,3,2-dioxaborolan-2-yl)-3,6-dihydro-2H-pyridine-1-carboxylate C(C)(C)(C)OC(=O)N1CCC(=CC1)B1OC(C(O1)(C)C)(C)C.C(C)C1NCC12CC(C2)=O